ClC1=CC(=C(C=C1)C1=CC=C(C=C1)C1CN(C1)C=O)S(=O)(=O)C [3-[4-(4-chloro-2-methylsulfonyl-phenyl)phenyl]azetidin-1-yl]methanone